5-(3-(benzyloxy)-5-hydroxyphenyl)nicotinohydrazide C(C1=CC=CC=C1)OC=1C=C(C=C(C1)O)C=1C=NC=C(C(=O)NN)C1